2-(4-(6-((4-(difluoromethyl)-2-fluorobenzyl)oxy)pyridin-2-yl)-2,5-difluorobenzyl)-1-(4,4-dimethyltetrahydrofuran-3-yl)-4-fluoro-1H-benzo[d]imidazole-6-carboxylic acid FC(C1=CC(=C(COC2=CC=CC(=N2)C2=CC(=C(CC3=NC4=C(N3C3COCC3(C)C)C=C(C=C4F)C(=O)O)C=C2F)F)C=C1)F)F